C(#N)C1=CC=C(C=C1)NC(=O)C=1NC=C(C1)C1=NC(=NC=C1C(F)(F)F)N[C@@H]1CNCCC1 N-(4-cyanophenyl)-4-(2-{[(3S)-piperidin-3-yl]amino}-5-(trifluoromethyl)pyrimidin-4-yl)-1H-pyrrol-2-carboxamide